amino-1,2,4-benzenetricarboxylic acid NC1=C(C(=CC=C1C(=O)O)C(=O)O)C(=O)O